(R)-6-acetyl-4-(4-methoxybenzyl)morpholin-3-one C(C)(=O)[C@@H]1OCC(N(C1)CC1=CC=C(C=C1)OC)=O